C(C1=CC=CC=C1)C1CC(N(O1)C1CCCCC1)C1=CC=CC=C1 (E)-5-benzyl-2-cyclohexyl-3-phenylisoxazolidine